C(C)OC(C)(C)OCOC(=O)C1C2C=CC(C1)C2 5-(1-ethoxy-1-methylethyloxy-methyloxycarbonyl)-bicyclo[2.2.1]Hept-2-ene